gamma-Mercaptopropyltrimethoxysilan SCCC[Si](OC)(OC)OC